2-(3-(2-(((R)-phenyl((R)-1,2,3,4-tetrahydropyrido[2,3-b]pyrazin-3-yl)methyl)amino)ethyl)phenyl)butanoic acid C1(=CC=CC=C1)[C@H]([C@H]1CNC2=C(N1)N=CC=C2)NCCC=2C=C(C=CC2)C(C(=O)O)CC